FC1=CC=C(C=C1)C(\C=C\C1=CC(=CC=C1)O)=O (E)-1-(4-Fluorophenyl)-3-(3-hydroxyphenyl)prop-2-en-1-one